N-(1,1-dioxidothiomorpholino)-6-(((3-(5-(hydroxymethyl)isoxazol-3-yl)-[1,2,4]triazolo[3,4-a]phthalazin-6-yl)oxy)methyl)nicotinamide O=S1(CCN(CC1)NC(C1=CN=C(C=C1)COC1=NN2C(C3=CC=CC=C13)=NN=C2C2=NOC(=C2)CO)=O)=O